N-(1-cyclopropyl-2-oxo-1,2-dihydropyridin-3-yl)-6-isopropoxy-2-(1-methyl-2-oxabicyclo[2.2.1]heptan-4-yl)-2H-indazole-5-carboxamide C1(CC1)N1C(C(=CC=C1)NC(=O)C1=CC2=CN(N=C2C=C1OC(C)C)C12COC(CC1)(C2)C)=O